[(2R,3R,4R,5R,6R)-5-acetamido-3,4-diacetoxy-6-[2-(2-hydroxyethoxy)ethoxy]-tetrahydropyran-2-yl]methyl acetate C(C)(=O)OC[C@H]1O[C@H]([C@@H]([C@H]([C@H]1OC(C)=O)OC(C)=O)NC(C)=O)OCCOCCO